6-[[(2R)-2-ethylmorpholin-4-yl]methyl]-4-(trifluoromethyl)-2,3-dihydro-isoindol-1-one C(C)[C@@H]1CN(CCO1)CC1=CC(=C2CNC(C2=C1)=O)C(F)(F)F